C1(=CC=CC=C1)OC(CCCCCCCCCCCCCCC(=O)[O-])=O.C(CS(=O)(=O)O)S(=O)(=O)O.[Li+] lithium 1,2-ethanedisulfonate phenylhexadecanedioate